tert-butyl N-(2-{[4-(4-amino-2,6-difluorophenoxy)-6-methoxyquinolin-7-yl] oxy} ethyl)-N-methyl-carbamate NC1=CC(=C(OC2=CC=NC3=CC(=C(C=C23)OC)OCCN(C(OC(C)(C)C)=O)C)C(=C1)F)F